CC1(C(CC(C2=CC(=C(C=C12)C)C(C)=O)(C)C)C)C 1-(1,1,2,4,4,7-hexamethyltetralin-6-yl)ethanone